C(CCCCC)OC1=NSN=C1C=1C(N(C(CC1)([2H])[2H])C)([2H])[2H] 3-(hexyloxy)-4-(1-methyl-1,2,5,6-tetrahydropyridin-3-yl-2,2,6,6-d4)-1,2,5-thiadiazole